1-[(4-{3-azabicyclo[3.1.0]hex-3-yl}-3-cyano-5-fluorophenyl)methyl]-1H-pyrazole-4-carboxylic acid ethyl ester C(C)OC(=O)C=1C=NN(C1)CC1=CC(=C(C(=C1)F)N1CC2CC2C1)C#N